2'-thiouridine [C@@H]1([C@H](S)[C@H](O)[C@@H](CO)O1)N1C(=O)NC(=O)C=C1